O=S1(C2=C(NC(C3=C1C=CC=C3)=O)C=C(C=C2)C(=O)NCC2=CN=C(S2)C2=CC=C(OCCCN[C@@H](C)C(=O)OC)C=C2)=O methyl (3-(4-(5-((5,5-dioxido-11-oxo-10,11-dihydrodibenzo[b,f][1,4]thiazepine-8-carboxamido)methyl)thiazol-2-yl)phenoxy)propyl)-L-alaninate